5-bromo-2-fluoro-3-methylbenzaldehyde BrC=1C=C(C(=C(C=O)C1)F)C